F[C@@H]1[C@@H]([C@@H](N(C1)C(C(C)(C)O)=O)CC=1C(=C(C=CC1)C1=C(C(=CC=C1)F)F)F)NS(=O)(=O)CC N-{(2S,3R,4S)-4-fluoro-1-(2-hydroxy-2-methylpropanoyl)-2-[{2,2',3'-trifluoro[1,1'-biphenyl]-3-yl}methyl]pyrrolidin-3-yl}ethanesulfonamide